2'-Chloro-N-((S)-6-((R)-3-hydroxypyrrolidine-1-carbonyl)-4,5,6,7-tetrahydrobenzo[d]thiazol-2-yl)-5'-methoxy-6-methyl-[4,4'-bipyridine]-3-carboxamide ClC1=NC=C(C(=C1)C1=C(C=NC(=C1)C)C(=O)NC=1SC2=C(N1)CC[C@@H](C2)C(=O)N2C[C@@H](CC2)O)OC